N-(2,2-difluoroethyl)-5-fluoro-2-(3-methyl-6-{4-[(1R,3S,4S)-2-azabicyclo[2.2.2]octane-3-carbonyl]piperazin-1-yl}imidazo[1,5-a]pyridin-8-yl)-N-(isopropyl)benzamide FC(CN(C(C1=C(C=CC(=C1)F)C=1C=2N(C=C(C1)N1CCN(CC1)C(=O)[C@H]1NC3CCC1CC3)C(=NC2)C)=O)C(C)C)F